(E)-1-benzyl-2-hydroxy-1-((1-isopropyl-1H-pyrazol-5-yl)methyl)guanidine C(C1=CC=CC=C1)N(\C(=N\O)\N)CC1=CC=NN1C(C)C